(R)-3-(2-acetyl-6-(3-isopropyl-1H-pyrrolo[2,3-b]pyridin-5-yl)-1,2,3,4-Tetrahydroisoquinolin-8-yl)-morpholine-4-carboxylate C(C)(=O)N1CC2=C(C=C(C=C2CC1)C=1C=C2C(=NC1)NC=C2C(C)C)[C@H]2N(CCOC2)C(=O)[O-]